ClC=1C=C2C(=CN=C(C2=CN1)O[C@H](C)C[C@@H](C)S(=O)(=O)C)[C@](C)(CC)O (S)-2-(6-chloro-1-(((2R,4R)-4-(methylsulfonyl)pent-2-yl)oxy)-2,7-naphthyridin-4-yl)butan-2-ol